5-((2S,6R)-2-(1-(difluoromethyl)-1H-pyrazol-4-yl)-6-methylmorpholino)-7-(2,4-difluorophenyl)-N,N-dimethylthiazolo[4,5-d]pyrimidin-2-amine FC(N1N=CC(=C1)[C@@H]1O[C@@H](CN(C1)C=1N=C(C2=C(N1)N=C(S2)N(C)C)C2=C(C=C(C=C2)F)F)C)F